2-(2-(cyclopropanesulfonylamino)pyrimidin-4-yl)-N-(4-(6-ethoxypyrazin-2-yl)-2,6-difluorophenyl)-2-methylpropanamide C1(CC1)S(=O)(=O)NC1=NC=CC(=N1)C(C(=O)NC1=C(C=C(C=C1F)C1=NC(=CN=C1)OCC)F)(C)C